(S)-6-(5,6-dihydro-4H-pyrrolo[1,2-b]pyrazol-3-yl)-2-fluoro-N-(2-(2-methylpiperazin-1-yl)pyrimidin-5-yl)nicotinamide N=1N2C(=C(C1)C1=NC(=C(C(=O)NC=3C=NC(=NC3)N3[C@H](CNCC3)C)C=C1)F)CCC2